Bis(4-aminophenyl) sebacate C(CCCCCCCCC(=O)OC1=CC=C(C=C1)N)(=O)OC1=CC=C(C=C1)N